FC1=C(C#N)C=CC(=C1)[C@H](C)N1C=NC2=C(C1=O)C1=C(S2)CNCC1 (S)-2-Fluoro-4-(1-(4-oxo-5,6,7,8-tetrahydropyrido[4',3':4,5]thieno[2,3-d]pyrimidin-3(4H)-yl)ethyl)benzonitrile